ClC=1C(=CC(=C(C1)NC(=O)N1[C@@H]2CC=3C(=NNC(C3)=O)[C@H]1CC2)F)NCC2=NC(=CC=C2)OCC(F)(F)F (6S,9R)-N-(5-chloro-2-fluoro-4-(((6-(2,2,2-trifluoroethoxy)pyridin-2-yl)methyl)amino)phenyl)-3-oxo-3,5,6,7,8,9-hexahydro-2H-6,9-epiminocyclohepta[c]pyridazine-10-carboxamide